2,4,6,8-tetrakis(1,1-di-tert-butylsiliran-2-yl)-2,4,6,8-tetramethyl-cyclotetrasiloxane C(C)(C)(C)[Si]1(C(C1)[Si]1(O[Si](O[Si](O[Si](O1)(C)C1[Si](C1)(C(C)(C)C)C(C)(C)C)(C)C1[Si](C1)(C(C)(C)C)C(C)(C)C)(C)C1[Si](C1)(C(C)(C)C)C(C)(C)C)C)C(C)(C)C